O=S1(CC(C1)C1=CC=C(C=C1)NC(=O)NCC1=CC=C(C=C1)OC)=O {[4-(1,1-dioxothietan-3-yl)phenyl]amino}-N-[(4-methoxyphenyl)methyl]carboxamide